ClC1=CC=C(C=C1)C1=CC(=NC(=N1)C1=CC=C(C=C1)C#N)C(=O)O 6-(4-chlorophenyl)-2-(p-cyanophenyl)pyrimidine-4-carboxylic acid